CNC(=O)C1=CC2=C(N=C(N=C2)NC2=NC=C(C=C2)N2CCNCC2)C(=N1)N1CCCCC1 n-methyl-2-[(5-piperazin-1-ylpyridin-2-yl)amino]-8-piperidin-1-ylpyridino[3,4-d]pyrimidine-6-carboxamide